C1=CC=CC=2C3=CC=CC=C3C(C12)COC(=O)NC=1SCC(C1C(=O)OC)=O methyl 2-((((9H-fluoren-9-yl) methoxy) carbonyl) amino)-4-oxo-4,5-dihydrothiophene-3-carboxylate